N-[(4S)-3,4-dihydro-2H-chromen-4-yl]-7-fluoro-4-(1-oxo(oxido)thietan-3-yl)-8-(2,3,5-trifluorophenyl)quinoline-3-carboxamide O1CC[C@@H](C2=CC=CC=C12)NC(=O)C=1C=NC2=C(C(=CC=C2C1C1C(S(C1)=O)[O-])F)C1=C(C(=CC(=C1)F)F)F